NC1=C(SC2=NC(=CC=C21)C)C(=O)NC2CC=1C=CC(=NC1CC2)N2CC(C(C2)OC2CC2)N 3-amino-N-[2-(3-amino-4-cyclopropoxypyrrolidin-1-yl)-5,6,7,8-tetrahydroquinolin-6-yl]-6-methylthieno[2,3-b]pyridine-2-carboxamide